O=C1NCC2=CC(=CC=C12)CN1N=CC(=C1)C1=NC=2N3C(N(C(C2N1)=O)CCC)=NC=C3 2-[1-[(1-oxoisoindolin-5-yl)methyl]pyrazol-4-yl]-5-propyl-3H-imidazo[2,1-b]purin-4-one